N-(4-(2-(Thieno[3,2-d]pyrimidin-4-ylamino)ethyl)phenyl)methansulfonamid N1=CN=C(C2=C1C=CS2)NCCC2=CC=C(C=C2)NS(=O)(=O)C